N-[(S)-1-(3-ethoxy-4-fluorophenyl)ethyl]-8-cyclopropyl-4-(4,7-diaza-7-spiro[2.6]nonyl)-6-methyl-1,7-diaza-3-naphthamide C(C)OC=1C=C(C=CC1F)[C@H](C)NC(=O)C=1C=NC2=C(N=C(C=C2C1N1CCNC2(CC2)CC1)C)C1CC1